1,7-dibromooctane BrCCCCCCC(C)Br